FC1=C2C(=NC=NC2=C(C=C1)F)N 5,8-difluoroquinazolin-4-amine